CC1(OB(OC1(C)C)C=1C=CC(=NC1)O)C 5-(4,4,5,5-Tetramethyl-1,3,2-dioxaborolan-2-yl)pyridin-2-ol